1-(4-((6-amino-9H-purin-9-yl)methyl)-6-(2,4,5-trifluorophenyl)pyridin-3-yl)-3-hydroxy-N-methylpiperidine-3-carboxamide NC1=C2N=CN(C2=NC=N1)CC1=C(C=NC(=C1)C1=C(C=C(C(=C1)F)F)F)N1CC(CCC1)(C(=O)NC)O